N-(3-(ethylamino)propyl)-2-(m-tolyl)benzo[d]imidazo[2,1-b]thiazole-7-carboxamide C(C)NCCCNC(=O)C1=CC2=C(N3C(S2)=NC(=C3)C=3C=C(C=CC3)C)C=C1